C1(=CC=CC=C1)C(C/C=C/C(=O)OCC)C(=O)OC 1-Ethyl 6-methyl (E)-5-phenylhex-2-enedioate